C(#N)C1=C(C=CC=C1)S(=O)(=O)N1[C@H](CC1)C(=O)N(CC1=CC=C(C=C1)C1CCCCC1)C1=CC(=C(C(=O)O)C=C1)O (R)-4-(1-((2-cyanophenyl)sulfonyl)-N-(4-cyclohexylbenzyl)azetidine-2-carboxamido)-2-hydroxybenzoic acid